fmoc-L-3-(3-pyridyl)-alanine C(=O)(OCC1C2=CC=CC=C2C2=CC=CC=C12)N[C@@H](CC=1C=NC=CC1)C(=O)O